C1OCC2=CC=CC=C12 1H-isobenzofuran